1-methyl-3-(2-ethoxyethyl)-2-imidazolidinone CN1C(N(CC1)CCOCC)=O